C(CCCCCCC)C=1NC2=C(N1)C=CC(=C2)Cl 2-Octyl-5-chlorobenzoimidazole